6-[(3S)-3-(dimethylamino)pyrrolidin-1-yl]-N-(8-fluoro-2-methyl-imidazo[1,2-a]pyridin-6-yl)thieno[2,3-B]pyridine-2-carboxamide CN([C@@H]1CN(CC1)C1=CC=C2C(=N1)SC(=C2)C(=O)NC=2C=C(C=1N(C2)C=C(N1)C)F)C